(3-Methoxypropyl)magnesium(II) COCCC[Mg+]